N1=CC=CC=2C(CC=NC12)=O [1,8]naphthyridin-5-one